(S)-2-(4-(2-(2-amino-4-oxo-4,7-dihydro-3H-pyrrolo[2,3-d]pyrimidin-5-yl)ethyl)benzamido)-5-(4-((S)-2-(4-isobutylphenyl)propanoyl)piperazin-1-yl)-5-oxopentanoic acid NC=1NC(C2=C(N1)NC=C2CCC2=CC=C(C(=O)N[C@H](C(=O)O)CCC(=O)N1CCN(CC1)C([C@@H](C)C1=CC=C(C=C1)CC(C)C)=O)C=C2)=O